2,4-dioxo-3-((4,5,6,7-tetrahydrobenzo[d]thiazole-2-yl)methyl)-1,2,3,4-tetrahydrothieno[2,3-d]Pyrimidine-6-sulfonamide O=C1N(C(C2=C(N1)SC(=C2)S(=O)(=O)N)=O)CC=2SC1=C(N2)CCCC1